ClC=1C2=C(N=CN1)N(C(=C2)Cl)C2=CC(=C(C=C2)[C@H]2N(CCOC2)C(=O)OC(C)(C)C)C tert-butyl (R)-3-(4-(4,6-dichloro-7H-pyrrolo[2,3-d]pyrimidin-7-yl)-2-methylphenyl)morpholine-4-carboxylate